Ethyl m-Tolylacetate C1(=CC(=CC=C1)CC(=O)OCC)C